C(CCCCCCC\C=C/CCCCCCCC)N N-oleylamine